C(C1=CC=CC=C1)OC1=C(C=CC(=C1)C(F)(F)F)C=1C=2N(C(NN1)=O)C=CC2 1-(2-(benzyloxy)-4-(trifluoromethyl)phenyl)pyrrolo[1,2-d][1,2,4]triazin-4(3H)-one